OC(CC(C)=O)(C)C 4-hydroxyl-4-methyl-pentan-2-one